methanesulfonic acid, naphthalene-2-sulfonate salt C1=C(C=CC2=CC=CC=C12)S(=O)(=O)O.CS(=O)(=O)O